(R)-N-((S)-1-(5-(4-fluoro-1H-pyrazol-1-yl)pyrazin-2-yl)ethyl)-2-methylpropane-2-sulfinamide FC=1C=NN(C1)C=1N=CC(=NC1)[C@H](C)N[S@](=O)C(C)(C)C